FC1(C(C1)NC(=S)NC=1C(=NN2C1N=C(C=C2)N2[C@H](C[C@@H](C2)F)C2=C(C=CC(=C2)F)F)F)F 1-(2,2-difluorocyclopropyl)-3-(5-((2R,4S)-2-(2,5-difluorophenyl)-4-fluoropyrrolidin-1-yl)-2-fluoropyrazolo[1,5-a]pyrimidin-3-yl)thiourea